1-(3-chloro-2-pyridyl)-3-pyrazolone ClC=1C(=NC=CC1)N1NC(=O)C=C1